N-(4-methoxyphenyl)-7-methyl-4-(pyridin-2-ylethynyl)-7H-pyrrolo[2,3-d]pyrimidine-6-carboxamide COC1=CC=C(C=C1)NC(=O)C1=CC2=C(N=CN=C2C#CC2=NC=CC=C2)N1C